4-(furo[3,2-c]pyridin-4-yl)-N-[1-(5-methylpyridin-2-yl)piperidin-4-yl]benzamide O1C=CC=2C(=NC=CC21)C2=CC=C(C(=O)NC1CCN(CC1)C1=NC=C(C=C1)C)C=C2